C(C)(C)[C@@H]1CN(C[C@@H]1N1C(C2=CC=CC=C2C1=O)=O)C(=O)OCC1=CC=CC=C1 benzyl (cis)-3-isopropyl-4-(1,3-dioxoisoindol-2-yl)pyrrolidin-1-carboxylate